CC1=NC(=CC=C1S(=O)(=O)N1C[C@H]2[C@H](C1)CNC2)C(F)(F)F |r| Rac-(3aS,6aS)-5-[[2-methyl-6-(trifluoromethyl)-3-pyridyl]sulfonyl]-2,3,3a,4,6,6a-hexahydro-1H-pyrrolo[3,4-c]pyrrole